FC(C=1OC(=NN1)C1=CC(=C(C=C1)CN1N=NC(=C1)C=1C=NC(=CC1)CN1C[C@H](CC1)F)F)F (S)-2-(difluoromethyl)-5-(3-fluoro-4-((4-(6-((3-fluoropyrrolidin-1-yl)methyl)pyridin-3-yl)-1H-1,2,3-triazol-1-yl)methyl)phenyl)-1,3,4-oxadiazole